C(C1=CC=CC=C1)OC1CC(C1)(OC1=CC=NC=C1)C 4-(3-benzyloxy-1-methylcyclobutoxy)pyridine